(E)-3-(5-(4-(2-(4-(4-(1-(4-hydroxyphenyl)-2-phenylbut-1-en-1-yl)phenyl)piperidin-1-yl)ethyl)piperazin-1-yl)-1-oxoisoindolin-2-yl)piperidine-2,6-dione OC1=CC=C(C=C1)\C(=C(/CC)\C1=CC=CC=C1)\C1=CC=C(C=C1)C1CCN(CC1)CCN1CCN(CC1)C=1C=C2CN(C(C2=CC1)=O)C1C(NC(CC1)=O)=O